N[C@H](C1CCN(CC1)C(=O)C=1C=CC(N(C1)CCO)=O)C1=C(C=C(C(=C1)Cl)C)O 5-[4-[(R)-amino(5-chloro-2-hydroxy-4-methylphenyl)methyl]piperidine-1-carbonyl]-1-(2-hydroxyethyl)pyridin-2-one